COC1=CC=C(C=N1)C=1C(=C2CCCC2=CC1)NC(=O)NS(=O)(=O)C1=NN(C=C1)CC(C)(B1OC(C(O1)(C)C)(C)C)C N-((5-(6-methoxypyridin-3-yl)-2,3-dihydro-1H-inden-4-yl)carbamoyl)-1-(2-methyl-2-(4,4,5,5-tetramethyl-1,3,2-dioxaborolan-2-yl)propyl)-1H-pyrazole-3-sulfonamide